2-{[3,4-dihydroisoquinolin-2(1H)-yl]methyl}-5-hydroxy-4H-pyran-4-one C1N(CCC2=CC=CC=C12)CC=1OC=C(C(C1)=O)O